(R)-7-((8-(dimethylamino)-5,6,7,8-tetrahydro-quinolin-2-yl)amino)-4-(7-fluoroimidazo[1,2-a]pyridin-3-yl)isoindolin-1-one CN([C@@H]1CCCC=2C=CC(=NC12)NC=1C=CC(=C2CNC(C12)=O)C1=CN=C2N1C=CC(=C2)F)C